7-(1-Benzylpiperidin-3-yl)-2-methyl-3-(piperazin-1-ylmethyl)pyrazolo[1,5-a]pyrimidine C(C1=CC=CC=C1)N1CC(CCC1)C1=CC=NC=2N1N=C(C2CN2CCNCC2)C